2-fluoro-4-methoxy-N-(6-methylpyridin-2-yl)-N-neopentyl-benzamide FC1=C(C(=O)N(CC(C)(C)C)C2=NC(=CC=C2)C)C=CC(=C1)OC